Cl.CN1C(N(C=C1)[C@H]1CNCCC1)=O (3R)-3-(3-methyl-2-oxoimidazol-1-yl)piperidine hydrochloride